tris(t-butylamide) trimesate C(C1=CC(C(=O)[O-])=CC(C(=O)[O-])=C1)(=O)[O-].C(C)(C)(C)[NH-].C(C)(C)(C)[NH-].C(C)(C)(C)[NH-]